C(#N)C1=C(C=CC(=C1)N(S(=O)(=O)CCC)CC1=CC=NC=C1)N1CCN(CC1)C(=O)N(C)C 4-(2-cyano-4-(N-(pyridin-4-yl-methyl)propanesulfonamido)phenyl)-N,N-dimethylpiperazin-1-formamide